1-(4-(4-Chloro-2-(oxetan-3-yloxy)phenyl)-5-(isopropylsulfanyl)thiazol-2-yl)-3-methyl-1H-pyrazole-5-carboxylic acid methyl ester COC(=O)C1=CC(=NN1C=1SC(=C(N1)C1=C(C=C(C=C1)Cl)OC1COC1)SC(C)C)C